COC(=O)[C@@H]1N([C@@H](C[C@@H]1NCC1=CC=C(C=C1)OC)C)C(=O)OCC1=CC=CC=C1 (2R,3S,5R)-3-[[(4-methoxyphenyl)methyl]amino]-5-methylpyrrolidine-1,2-dicarboxylic acid 1-benzyl ester 2-methyl ester